C(C)(C)C1=C(NC2=CC=C(C=C12)C1CCN(CC1)C1COC1)C=1C=C(C=2N(C1)N=CN2)C 6-(3-isopropyl-5-(1-(oxetan-3-yl)piperidin-4-yl)-1H-indol-2-yl)-8-methyl-[1,2,4]triazolo[1,5-a]pyridine